COC=1C=2N(C=C(C1)C=1C=NN(C1C)C1CCN(CC1)C(=O)C1(CNC1)C)N=CC2C#N 4-methoxy-6-(5-methyl-1-(1-(3-methylazetidine-3-carbonyl)piperidin-4-yl)-1H-pyrazol-4-yl)pyrazolo[1,5-a]pyridine-3-carbonitrile